tetra-n-butyl-ammonium fluoride [F-].C(CCC)[N+](CCCC)(CCCC)CCCC